2-methoxy-5-(2-(methoxymethyl)cyclopropyl)benzenesulfonamide COC1=C(C=C(C=C1)C1C(C1)COC)S(=O)(=O)N